N-(2-chlorophenyl)-5-(1-cyclopentyl-4-(4-fluorophenyl)-1H-imidazol-5-yl)furan-2-carboxamide ClC1=C(C=CC=C1)NC(=O)C=1OC(=CC1)C1=C(N=CN1C1CCCC1)C1=CC=C(C=C1)F